C(CCC)NCC(C)C n-Butylamino-2-methylpropan